C(C)OC([C@H](N)CO)=O D-serine ethyl ester